N-(3-((9-ethyl-9H-carbazol-3-yl)methylamino)propyl)-1H-indole-2-carboxamide C(C)N1C2=CC=CC=C2C=2C=C(C=CC12)CNCCCNC(=O)C=1NC2=CC=CC=C2C1